ONC(=O)[C@H]1[C@@H]2CC[C@H](CN1S(=O)(=O)C=1C=NC(=CC1)OC=1C=NN(C1)C(C)C)N2C(=O)OCCOC 2-methoxyethyl (1S,2R,5R)-2-(hydroxycarbamoyl)-3-((6-((1-isopropyl-1H-pyrazol-4-yl)oxy)pyridin-3-yl)sulfonyl)-3,8-diazabicyclo[3.2.1]octane-8-carboxylate